1-[(3s,5s,7s)-adamantan-1-yl]-3-(piperidin-4-yl)urea C12(CC3CC(CC(C1)C3)C2)NC(=O)NC2CCNCC2